[W].[Ti].CC=1C=C(C=CC1NC1=NN(C2=NC(=NC=C21)NC2=CC=C1CCNCC1=C2)C)NC(C2=CC(=CC=C2)C(F)(F)F)=O N-(3-methyl-4-((1-methyl-6-((1,2,3,4-tetrahydroisoquinolin-7-yl)amino)-1H-pyrazolo[3,4-d]pyrimidin-3-yl)amino)phenyl)-3-(trifluoromethyl)benzamide Titanium-Tungsten